Cl.Cl.Cl.N1C(CCCC1=O)=O piperidine-2,6-dione tri-hydrochloride